Morpholinepropionic acid morpholid N1(CCOCC1)CCC(=O)N1CCOCC1